ClC1=C(C(=C(C=C1OC)OC)Cl)C1=CC2=C(N=C(N=C2)N[C@H]2[C@H](COC2)NC(C=C)=O)C(=N1)N1CC(C1)C(F)(F)F N-((3R,4S)-4-((6-(2,6-dichloro-3,5-dimethoxyphenyl)-8-(3-(trifluorometh-yl)azetidin-1-yl)pyrido[3,4-d]pyrimidin-2-yl)amino)tetrahydrofuran-3-yl)acrylamide